1-(4-(4-amino-1-cyclopropyl-1H-pyrazolo[3,4-d]pyrimidin-3-yl)-2-fluorophenyl)-3-(3-(1-((dimethylamino)methyl)cyclopropyl)isoxazol-5-yl)urea NC1=C2C(=NC=N1)N(N=C2C2=CC(=C(C=C2)NC(=O)NC2=CC(=NO2)C2(CC2)CN(C)C)F)C2CC2